O=C1N(CC2=CC(=CC=C12)C(=O)N1CC2=CC=C(C=C2C1)C(F)(F)F)C1C(NC(CC1)=O)=O 3-(1-oxo-5-(5-(trifluoromethyl)isoindoline-2-carbonyl)isoindolin-2-yl)piperidine-2,6-dione